3-(benzyloxy)-2-methyl-4H-pyran C(C1=CC=CC=C1)OC1=C(OC=CC1)C